2-((R)-3-((5-(4-(dimethylamino)-5,6,7,8-tetrahydro-1,8-naphthyridin-2-yl)pentyl)oxy)pyrrolidin-1-yl)-2-(3-fluoro-5-isopropyl-2-methoxyphenyl)acetic acid CN(C1=CC(=NC=2NCCCC12)CCCCCO[C@H]1CN(CC1)C(C(=O)O)C1=C(C(=CC(=C1)C(C)C)F)OC)C